9-[(3-carbamoylphenyl)methyl]-2-(2-phenylethyl)-2,3,4,9-tetrahydro-1H-carbazole-8-carboxylic acid C(N)(=O)C=1C=C(C=CC1)CN1C2=C(C=CC=C2C=2CCC(CC12)CCC1=CC=CC=C1)C(=O)O